1,4-dioxolaneAt O1C(COC1)C(=O)[O-]